ClC1=CC=C(C=C1)[C@@]1(CC[C@@H]2N(CCN(C2)C=O)C1)O |r| [rac-(7R,9aS)-7-(4-chlorophenyl)-7-hydroxy-3,4,6,8,9,9a-hexahydro-1H-pyrido[1,2-a]pyrazin-2-yl]methanone